tert-Butyl 9-[tert-butoxycarbonyl(cyanomethyl)amino]-6,7-dichloro-10-iodo-3,4-dihydro-1H-pyrazino[1,2-a]indole-2-carboxylate C(C)(C)(C)OC(=O)N(C=1C=2C(=C3N(C2C(=C(C1)Cl)Cl)CCN(C3)C(=O)OC(C)(C)C)I)CC#N